C(=O)(OC(C)(C)C)N[C@@H](CSC[C@@H](C(C)O)O)C(=O)O N-(Boc)-S-((R)-2,3-dihydroxybutyl)-L-cysteine